(2S,4aR,6R,7R,8S,8aR)-7-acetoxy-2-phenyl-8-(4-(3,4,5-trifluorophenyl)-1H-1,2,3-triazol-1-yl)hexahydropyrano[3,2-d][1,3]dioxine-8-carboxylic acid C(C)(=O)O[C@@H]1[C@]([C@H]2O[C@H](OC[C@H]2OC1)C1=CC=CC=C1)(C(=O)O)N1N=NC(=C1)C1=CC(=C(C(=C1)F)F)F